CC(C#CB(OC(C)C)OC(C)C)(C)C diisopropyl (3,3-dimethylbut-1-yn-1-yl)boronate